NCC1=C(C=NC=C1)OCCN(C)C 2-{(4-(aminomethyl)pyridin-3-yl)oxy}-N,N-dimethylethan-1-amine